C(C)(C)(C)N1C=C(C=2C1=NC(=CC2)C(=O)N2CCC1(C(NCN1C(C)C)=O)CC2)C2=CC(=C(C=C2)Cl)F 8-(1-(tert-butyl)-3-(4-chloro-3-fluorophenyl)-1H-pyrrolo[2,3-b]pyridine-6-carbonyl)-1-isopropyl-1,3,8-triazaspiro[4.5]decan-4-one